2-((S)-2-((6-oxo-5-(trifluoromethyl)-1,6-dihydropyridazin-4-yl)amino)propoxy)cyclopropane-1-carboxylic acid O=C1C(=C(C=NN1)N[C@H](COC1C(C1)C(=O)O)C)C(F)(F)F